rac-tert-Butyl (2R,5R)-5-(4-(4,6-dichloro-7H-pyrrolo[2,3-d]pyrimidin-7-yl)phenyl)-2-(trifluoromethyl)morpholine-4-carboxylate ClC=1C2=C(N=CN1)N(C(=C2)Cl)C2=CC=C(C=C2)[C@@H]2CO[C@H](CN2C(=O)OC(C)(C)C)C(F)(F)F |r|